C(CCCCCCCCCCC)(=O)N(C)CC(=O)O.N(CCO)(CCO)CCO triethanolamine lauroyl-sarcosinate